NC1=C(C(=NN1C1COCC1)C1=CC(=C(C=C1)Br)F)C#N 5-Amino-3-(4-bromo-3-fluoro-phenyl)-1-tetrahydrofurane-3-yl-pyrazole-4-carbonitrile